3-allyl-5-(trifluoromethoxy)benzoic acid methyl ester COC(C1=CC(=CC(=C1)OC(F)(F)F)CC=C)=O